FC=1C=C(C=CC1F)[C@H]1[C@@H](C1)NC=1C2=C(N=C(N1)C=1SC=CN1)SC(=C2)C N-((1R,2S)-2-(3,4-difluorophenyl)cyclopropyl)-6-methyl-2-(thiazol-2-yl)thieno[2,3-d]pyrimidin-4-amine